2'-O-trifluoromethyladenosine FC(O[C@H]1[C@@H](O[C@@H]([C@H]1O)CO)N1C=NC=2C(N)=NC=NC12)(F)F